C(C)(C)(C)OC(=O)N1C(OC[C@H]1CCCN1CC2=C(N=CN=C2)CC1)(C)C (R)-4-(3-(7,8-dihydropyrido[4,3-d]pyrimidin-6(5H)-yl)propyl)-2,2-dimethyloxazolidine-3-carboxylic acid tert-butyl ester